FC1=C(C=CC(=C1F)OCC(CC)=O)C=1C(CC(NN1)=O)C 6-[2,3-difluoro-4-(2-oxobutoxy)phenyl]-5-methyl-4,5-dihydro-2H-pyridazin-3-one